3-(1'-((1-(3-chlorobenzyl)-1H-pyrazol-4-yl)methyl)-6-oxo-6,8-dihydro-2H,7H-spiro[furo[2,3-e]isoindole-3,4'-piperidin]-7-yl)piperidine-2,6-dione ClC=1C=C(CN2N=CC(=C2)CN2CCC3(CC2)COC2=C4CN(C(C4=CC=C23)=O)C2C(NC(CC2)=O)=O)C=CC1